3,4-difluoromethoxybenzamide FCOC=1C=C(C(=O)N)C=CC1OCF